OC1=C(CC2=C(C(=CC(=C2)C)CC2=C(C(=CC(=C2)C)C(C)(C)C)O)O)C=C(C=C1C(C)(C)C)C 2,6-bis(2'-hydroxy-3'-tert-butyl-5'-methylbenzyl)4-methylphenol